methyl 5-((S)-2-((tert-butoxycarbonyl)amino)-2-cyclohexylacetamido)-2-isopropyl-2,3-dihydro-1H-indene-2-carboxylate C(C)(C)(C)OC(=O)N[C@H](C(=O)NC=1C=C2CC(CC2=CC1)(C(=O)OC)C(C)C)C1CCCCC1